biphenyl-4-yl-{3-(7,7-diphenyl-7H-12-oxa-indeno[1,2-a]fluoren-5-yl)-phenyl}-phenyl-amine C1(=CC=C(C=C1)N(C1=CC=CC=C1)C1=CC(=CC=C1)C1=CC2=C(C=3OC=4C=CC=CC4C13)C1=CC=CC=C1C2(C2=CC=CC=C2)C2=CC=CC=C2)C2=CC=CC=C2